C1=CCCC1 CyclopentaneN